tert-butyl ((1r,4r)-4-(2-chlorothieno[2,3-d]pyrimidin-6-yl)cyclohexyl)carbamate ClC=1N=CC2=C(N1)SC(=C2)C2CCC(CC2)NC(OC(C)(C)C)=O